3-(1-oxo-5-(4-((4-tosylpiperidin-1-yl)methyl)pyridin-2-yl)isoindolin-2-yl)piperidine-2,6-dione O=C1N(CC2=CC(=CC=C12)C1=NC=CC(=C1)CN1CCC(CC1)S(=O)(=O)C1=CC=C(C)C=C1)C1C(NC(CC1)=O)=O